The molecule is an indoledione that is the 2,3-diketo derivative of indole. It has a role as an EC 1.4.3.4 (monoamine oxidase) inhibitor and a plant metabolite. C1=CC=C2C(=C1)C(=O)C(=O)N2